ClC=1C=C(C(=C(C=NC=2C=C(C(=O)O)C=CC2)C1)O)O 3-(5-chloro-2,3-dihydroxybenzylideneamino)benzoic acid